(2-((4,4-difluorocyclohexyl)methoxy)phenyl)methylamine FC1(CCC(CC1)COC1=C(C=CC=C1)CN)F